C1(CCCCC1)C[C@H](C(=O)N1C(CC(C1)N1N=NC=C1C(C)(C)O)C(=O)N)NC(C1=CC=C(C=C1)C(C(F)(F)F)(C(F)(F)F)O)=O 1-((R)-3-cyclohexyl-2-(4-(1,1,1,3,3,3-hexafluoro-2-hydroxypropan-2-yl)benzamido)propanoyl)-4-(5-(2-hydroxypropan-2-yl)-1H-1,2,3-triazol-1-yl)pyrrolidine-2-carboxamide